1,3-didodecyl-imidazolium formate C(=O)[O-].C(CCCCCCCCCCC)N1C=[N+](C=C1)CCCCCCCCCCCC